ClC=1C=C2[C@](NC(NC2=CC1CN1C=NC(=CC1=O)C)=O)(C(C)(F)F)C#CC1CC1 (S)-6-chloro-4-(cyclopropylethynyl)-4-(1,1-difluoroethyl)-7-((4-methyl-6-oxopyrimidin-1(6H)-yl)methyl)-3,4-dihydroquinazolin-2(1H)-one